tert-Butyl N-[4-carbamoyl-5-[2-chloro-3-fluoro-4-[2-[[3-(3-methyl-1-bicyclo[1.1.1]pentanyl)isoxazol-5-yl]amino]-2-oxo-ethyl]phenyl]-2-isopropyl-pyrazol-3-yl]carbamate C(N)(=O)C1=C(N(N=C1C1=C(C(=C(C=C1)CC(=O)NC1=CC(=NO1)C12CC(C1)(C2)C)F)Cl)C(C)C)NC(OC(C)(C)C)=O